FS(CC(C)(C1=CC=CC=C1)OCCC#CC)(F)(F)(F)F Pentafluoro-(2-(pent-3-yn-1-yloxy)-2-phenylpropyl)-λ6-sulfan